BrCCCN(C(OC(C)(C)C)=O)C1CC1 tert-butyl N-(3-bromopropyl)-N-cyclopropyl-carbamate